ClC=1C(=NC=C(C1)Cl)N1N=CC=C1C(=O)N 1-(3,5-dichloropyridin-2-yl)-1H-pyrazole-5-carboxamide